4-((1S,3S)-3-methoxycyclopentyl)-6-(2-methyl-6-(4H-1,2,4-triazol-3-yl)pyridin-3-yl)-3,4-dihydropyrazino[2,3-b]pyrazin-2(1H)-one CO[C@@H]1C[C@H](CC1)N1CC(NC2=NC=C(N=C21)C=2C(=NC(=CC2)C2=NN=CN2)C)=O